CC1(C(CC1)C(=O)O)C 2,2-dimethylcyclobutane-1-Formic acid